ONC(=O)C=1SC=CC1NC1=NC(=NC=C1C)NC1=CC=C(C=C1)N1CCOCC1 3-[5-methyl-2-(4-morpholin-4-ylphenylamino)-pyrimidin-4-ylamino]-thiophene-2-carboxylic acid hydroxyamide